iron oxide aluminum [Al+3].[O-2].[Fe+2]